FC1=CC=C(C=C1)C(N1C[C@@H](N(C[C@H]1CNS(=O)(=O)C)C(=O)OC(C)(C)C)C)C1=CC=C(C=C1)F tert-butyl (2S,5S)-4-(bis(4-fluorophenyl)methyl)-2-methyl-5-(methylsulfonamidomethyl)piperazine-1-carboxylate